C12(CC3CC(CC(C1)C3)C2)OC(C=C)=O.C(CC)C2=CC=C(C=C)C=C2 p-n-propylstyrene 1-adamantyl-acrylate